[B](F)F.COC1=CC=C(C=C1)C(CC(=O)C=1SC=CC1)=O 1-(4-methoxyphenyl)-3-(thiophen-2-yl)propane-1,3-dione boron difluoride